ClC=1C(=C(C=CC1)NC(=O)C1=NN(C(=CC1=O)C)C1=CC=CC=C1)F N-(3-chloro-2-fluorophenyl)-6-methyl-4-oxo-1-phenyl-1,4-dihydropyridazine-3-carboxamide